FC1=C(C=C(C=C1)NC1=C(C(=CC(=C1)OC)N)C)OC N1-(4-fluoro-3-methoxyphenyl)-5-methoxy-2-methylbenzene-1,3-diamine